SNNNNNCCCCCCCCCCCCS Pentaaza-1,19-Dithianonadecane